N-((1H-tetrazol-5-yl)methyl)-1-hydroxy-6,6,9-trimethyl-3-pentyl-6H-benzo[c]chromene-2-carboxamide N1N=NN=C1CNC(=O)C=1C(=C2C3=C(C(OC2=CC1CCCCC)(C)C)C=CC(=C3)C)O